ClC1=C(C=CC=C1N1C=NC(=C1)C1=NC(=NC=C1C(F)(F)F)NC1CCN(CC1)S(=O)(=O)C)C(CC)O 1-(2-Chloro-3-(4-(2-((1-(methylsulfonyl)piperidin-4-yl)amino)-5-(trifluoromethyl)pyrimidin-4-yl)-1H-imidazol-1-yl)phenyl)propan-1-ol